BrC1=C2C=CNC2=CC=C1OC=1C=C(C#N)C=CC1 3-((4-bromo-1H-indol-5-yl)oxy)benzonitrile